dioctadecyl 2-(((2-(dimethylamino)ethyl)(methyl)carbamoyl)oxy)-pentanedioate CN(CCN(C(=O)OC(C(=O)OCCCCCCCCCCCCCCCCCC)CCC(=O)OCCCCCCCCCCCCCCCCCC)C)C